FCCCN1CC(CC1)NC=1C=NC(=CC1)[C@H]1N([C@@H](CC2=C1NC1=CC=CC=C21)C)CC(F)(F)F N-(1-(3-fluoropropyl)pyrrolidin-3-yl)-6-((1S,3R)-3-Methyl-2-(2,2,2-trifluoroethyl)-2,3,4,9-tetrahydro-1H-pyrido[3,4-b]indol-1-yl)pyridine-3-Amine